methyl ((1R,3R)-3-(6-((3-(cyclobutanecarboxamido)-5-(tetrahydro-2H-pyran-4-yl)phenyl)amino)-3-methyl-2-oxo-2,3-dihydro-1H-imidazo[4,5-c]pyridin-1-yl)cyclopentyl)carbamate C1(CCC1)C(=O)NC=1C=C(C=C(C1)C1CCOCC1)NC1=CC2=C(C=N1)N(C(N2[C@H]2C[C@@H](CC2)NC(OC)=O)=O)C